ClC=1C=CC(=NC1)C1=NN(CC1C1=CC=CC=C1)C(=O)Cl (5-chloropyridin-2-yl)-4-phenyl-4,5-dihydropyrazole-1-carbonyl chloride